benzyl 3-(hydroxymethyl)azetidine-1-carboxylate OCC1CN(C1)C(=O)OCC1=CC=CC=C1